indentriol C1(C(=C(C2=CC=CC=C12)O)O)O